2-(7-(5-(chlorodifluoromethyl)-1,2,4-oxadiazol-3-yl)imidazo[1,2-a]pyridin-2-yl)-N-(methyl(oxo)(4-(trifluoromethoxy)phenyl)-λ6-sulfaneylidene)acetamide ClC(C1=NC(=NO1)C1=CC=2N(C=C1)C=C(N2)CC(=O)N=S(C2=CC=C(C=C2)OC(F)(F)F)(=O)C)(F)F